2,3-DIHYDRO-[1,4]DIOXINO[2,3-B]PYRIDINE-6-CARBALDEHYDE O1CCOC2=NC(=CC=C21)C=O